ClC1=CC(=C2C=NNC2=C1)C1(C[C@H]2C([C@H]2C1)NC(C)=O)O N-((1R,3r,5S,6r)-3-(6-chloro-1H-indazol-4-yl)-3-hydroxybicyclo[3.1.0]hexan-6-yl)acetamide